C1(CC1)C=1SC=C(N1)C1COC2=C(O1)C(=CC(=C2)CN2C=NC=1C2=NC=C(C1)C#CC(C)(N)C)OC 4-(3-((2-(2-cyclopropylthiazol-4-yl)-8-methoxy-2,3-dihydrobenzo[b][1,4]dioxin-6-yl)methyl)-3H-imidazo[4,5-b]pyridin-6-yl)-2-methylbut-3-yn-2-amine